CC(C[C@@H](B1OC[C@H](SCC(O1)=O)C)NC([C@H](CC1=CC=CC=C1)NC(=O)C1=NC=CN=C1)=O)C N-((S)-1-(((R)-3-methyl-1-((R)-7-methyl-4-oxo-1,3,6,2-dioxathiaborocan-2-yl)butyl)amino)-1-oxo-3-phenylpropan-2-yl)pyrazine-2-carboxamide